cis-3-methoxy-4-hydroxycinnamic acid COC=1C=C(\C=C/C(=O)O)C=CC1O